CC1=NC(=CC(=C1)C=1NC2=CC=C(C=C2C1C(C)C)C1CCN(CC1)C(CN1C[C@@H](CC1)O)=O)C (R)-1-(4-(2-(2,6-dimethylpyridin-4-yl)-3-isopropyl-1H-indol-5-yl)piperidin-1-yl)-2-(3-hydroxypyrrolidin-1-yl)ethan-1-one